octyltrimethylamine iodide [I-].C(CCCCCCC)CN(C)C